Cl[Si](CCCCCCCCCCCCCCCCCC)(C)Cl dichloro(methyl)octadecyl-silane